C1(=CC=CC=C1)OC(C)(C)CC PHENYL-ETHYL-DIMETHYL-CARBINOL